5-chloro-3-(methoxy-d3)methylpyridinal 2,5-dioxopyrrolidin-1-yl-1-azido-3,6,9,12,15,18,21,24,27,30,33,36,39,42,45,48,51,54,57,60,63,66,69,72-tetracosaoxapentaheptacontan-75-oate O=C1N(C(CC1)=O)C(COCCOCCOCCOCCOCCOCCOCCOCCOCCOCCOCCOCCOCCOCCOCCOCCOCCOCCOCCOCCOCCOCCOCCOCCC(=O)O)N=[N+]=[N-].ClC=1C=C(C(=NC1)C=O)COC([2H])([2H])[2H]